(2S,3S,4R)-benzyl 2-acetamido-3-allyl-2-(tert-butylcarbamoyl)-7-azabicyclo[2.2.1]heptane-7-carboxylate C(C)(=O)N[C@@]1(C2CC[C@H]([C@@H]1CC=C)N2C(=O)OCC2=CC=CC=C2)C(NC(C)(C)C)=O